N-((1-(4-(1-(tetrahydro-2H-pyran-2-yl)-1H-pyrazol-4-yl)phenyl)piperidin-4-yl)methyl)cyclopentanecarboxamide O1C(CCCC1)N1N=CC(=C1)C1=CC=C(C=C1)N1CCC(CC1)CNC(=O)C1CCCC1